4-phenylcarbonyloxytetrahydrothiophene C1(=CC=CC=C1)C(=O)OC1CCSC1